COC1=CC2=C([Ge](C3=C2C=C(C(=C3)C#CC3=CC=C(C=C3)[N+](=O)[O-])OC)(C3=CC=CC=C3)C3=CC=CC=C3)C=C1C#CC1=CC=C(C=C1)[N+](=O)[O-] 2,8-dimethoxy-3,7-bis((4-nitrophenyl)ethynyl)-5,5-diphenyl-5H-dibenzo[b,d]germole